2-carboxyl-4'-(2-hydroxyethoxy)-2-methyl-propiophenone C(=O)(O)C(C(=O)C1=CC=C(C=C1)OCCO)(C)C